FC(C1=CC=CC(=N1)NCC1=CC=C(C=C1)CO)(F)F (4-(((6-(trifluoromethyl)pyridin-2-yl)amino)methyl)phenyl)methanol